3-(3-((tert-butyldimethylsilyl)oxy)propoxy)-1-((1r,4r)-4-fluorocyclohexyl)-5-methyl-4-nitro-1H-pyrazole [Si](C)(C)(C(C)(C)C)OCCCOC1=NN(C(=C1[N+](=O)[O-])C)C1CCC(CC1)F